tert-Butyl 3-(4-(4-(5-methyl-7H-pyrrolo[2,3-d]pyrimidin-4-yl)-3,4-dihydro-2H-1,4-thiazin-6-yl)-2H-1,2,3-triazol-2-yl)piperidine-1-carboxylate CC1=CNC=2N=CN=C(C21)N2CCSC(=C2)C2=NN(N=C2)C2CN(CCC2)C(=O)OC(C)(C)C